O=O.[Mn].[Fe] iron-manganese (oxy) oxide